N1(CCCCC1)C1=C(C=C(C=C1)C(F)(F)F)NS(=O)(=O)C=1C=C(C(=O)O)C=CC1C(F)(F)F 3-(N-(2-(piperidin-1-yl)-5-(trifluoromethyl)phenyl)sulfamoyl)-4-(trifluoromethyl)benzoic acid